COC1=C2C(C=C(OC2=CC(=C1)OC)C1=CC(=C(C(=C1)OC)OC)OC)=O 5,7-dimethoxy-2-(3',4',5'-trimethoxyphenyl)-4H-chromen-4-one